1-Benzyl-4-bromo-1H-pyrazole-3-carboxylic acid ethyl ester C(C)OC(=O)C1=NN(C=C1Br)CC1=CC=CC=C1